N-(4-hexaneoxyphenyl)-7-methoxycoumarin-3-formamide C(CCCCC)OC1=CC=C(C=C1)NC(=O)C=1C(OC2=CC(=CC=C2C1)OC)=O